m-chloromethylstyrene ClCC=1C=C(C=C)C=CC1